5-[4-(cyclopropylamino)-1-piperidyl]-N-[8-fluoro-3-(hydroxymethyl)imidazo[1,2-a]pyridin-6-yl]cinnoline-8-carboxamide C1(CC1)NC1CCN(CC1)C1=C2C=CN=NC2=C(C=C1)C(=O)NC=1C=C(C=2N(C1)C(=CN2)CO)F